C1(CC1)C1=NOC(=N1)N1C2CC(CC1CC2)C(=O)N2C[C@H](CC2)C2=CN=NN2 [8-(3-Cyclopropyl-1,2,4-oxadiazol-5-yl)-8-azabicyclo[3.2.1]octan-3-yl]-[(3S)-3-(1H-triazol-5-yl)pyrrolidin-1-yl]methanone